ClC1=CC(=C(COC2=CC=CC(=N2)C2CCN(CC2)CC=2N(C(=CN2)C2C(C2)C(=O)O)C)C=C1)F 2-(2-((4-(6-((4-chloro-2-fluorobenzyl)oxy)pyridin-2-yl)piperidin-1-yl)methyl)-1-methyl-1H-imidazol-5-yl)cyclopropanecarboxylic acid